FC(C12CCC(CC1)(C2)C(=O)N2C[C@H]1OC3=C([C@@H]2C1)C=CC=C3)F (4-(difluoromethyl)bicyclo[2.2.1]heptan-1-yl)((2S,5S)-2,3-dihydro-2,5-methanobenzo[f][1,4]oxazepin-4(5H)-yl)methanone